ClC1=C(C=CC(=C1)C(F)(F)F)NC(CN1C=2N(C(C(=C1CC)N1C[C@H](NCC1)C)=O)N=C(N2)N2CCC(CC2)N(C)C)=O (R)-N-(2-chloro-4-(trifluoromethyl)phenyl)-2-(2-(4-(dimethylamino)piperidin-1-yl)-5-ethyl-6-(3-methylpiperazin-1-yl)-7-oxo-[1,2,4]triazolo[1,5-a]pyrimidin-4(7H)-yl)acetamide